7-[4-[2-[(1-tert-butoxycarbonyl-4-piperidyl)oxy]ethoxy]phenoxy]-1-methyl-indazole-5-carboxylic acid C(C)(C)(C)OC(=O)N1CCC(CC1)OCCOC1=CC=C(OC=2C=C(C=C3C=NN(C23)C)C(=O)O)C=C1